2,3-dihydrophthalate C(C=1C(C(=O)[O-])CC=CC1)(=O)[O-]